ClC1=CC=NC2=CC(=CC=C12)C1=C(C=C(C=C1)CN1CCN(CC1)C)F 4-chloro-7-(2-fluoro-4-((4-methylpiperazin-1-yl)methyl)phenyl)quinoline